(1R,3r,5S)-8-(5,5-difluoro-5-(5-(trifluoromethyl)-[1,1'-biphenyl]-3-yl)pentyl)-8-azabicyclo[3.2.1]octan-3-ol FC(CCCCN1[C@H]2CC(C[C@@H]1CC2)O)(C=2C=C(C=C(C2)C(F)(F)F)C2=CC=CC=C2)F